COC=1C=C(CN(C=2OC=C(N2)CN2CCCCC2)CC2=CC(=CC=C2)N2CCOCC2)C=CC1 N-(3-methoxybenzyl)-N-(3-morpholinobenzyl)-4-(piperidin-1-ylmethyl)oxazol-2-amine